(E)-N-[4-(pentafluoro-λ6-sulfanyl)phenyl]-1-(3-pyridyl)ethanimine FS(C1=CC=C(C=C1)/N=C(\C)/C=1C=NC=CC1)(F)(F)(F)F